C(N)(=O)C1=CC=C(C(=C1C1=CC(=CC=C1Cl)C(CNC([O-])=O)C1=CC=CC=C1)F)OC[C@H]1OCCC1 (2-(6'-carbamoyl-6-chloro-2'-fluoro-3'-(((s)-tetrahydrofuran-2-yl)methoxy)-[1,1'-biphenyl]-3-yl)-2-phenylethyl)carbamate